ClC1=C(C=NC(=C1)Cl)C(C(C)C)=O 1-(4,6-dichloropyridin-3-yl)-2-methylpropan-1-one